S1C2=C(C=C1)C=C(C=C2)CNC(=O)[C@@H]2NCCN(C2)C=2C=1C(N=CN2)=NN(C1)C1=CC(=C(C=C1)C(F)(F)F)F (R)-N-(benzo[b]thiophen-5-ylmethyl)-4-(2-(3-fluoro-4-(trifluoromethyl)phenyl)-2H-pyrazolo[3,4-d]pyrimidin-4-yl)piperazine-2-carboxamide